C(C)(C)(C)OC(=O)N1CC2(CC2)[C@@H]([C@@H]1CC=1C(=C(C=C(C1)F)C1=CC=CC=C1)F)NS(=O)(=O)CC (6S,7S)-6-((2,5-difluoro-[1,1'-biphenyl]-3-yl)methyl)-7-(ethylsulphonamido)-5-azaspiro[2.4]heptane-5-carboxylic acid tert-butyl ester